ClC1=NC=C(C2=C1C=CO2)C(C)=O 1-(4-chlorofuro[3,2-c]pyridin-7-yl)ethan-1-one